(1R,6S)-2-oxa-5-azabicyclo[4.1.0]heptane [C@@H]12OCCN[C@H]2C1